O=CCC1(CN(C1)C(=O)OC(C)(C)C)C(=O)OC tert-butyl O3-methyl 3-(2-oxoethyl)azetidine-1,3-dicarboxylate